(E)-4-(3,5-dibromophenyl)-3-(methoxycarbonyl)-4-(4-(trifluoromethyl)phenyl)but-3-enoic acid BrC=1C=C(C=C(C1)Br)/C(=C(\CC(=O)O)/C(=O)OC)/C1=CC=C(C=C1)C(F)(F)F